(E)-N-(4-(2-((tert-butyldimethylsilyl)oxy)ethyl)-5-(2-ethoxyvinyl)pyridin-2-yl)pivaloamide ethyl-1-(6-(4,4-difluorobutyl)-5-iodopyrazin-2-yl)piperidine-4-carboxylate C(C)OC(=O)C1CCN(CC1)C1=NC(=C(N=C1)I)CCCC(F)F.[Si](C)(C)(C(C)(C)C)OCCC1=CC(=NC=C1\C=C\OCC)NC(C(C)(C)C)=O